1-METHYL-1H-IMIDAZOLE-5-CARBOXYLIC ACID CN1C=NC=C1C(=O)O